17-fluoro-5-(2-(2-amino-2-methylethyl)-morpholin-4-yl)-7,11-dioxa-20,23,24-triazapentacyclo[17.5.2.12,6.013,18.022,25]heptacosa-1(24),2,4,6(27),13(18),14,16,19,21,25-decaene FC1=CC=CC=2COCCCOC=3C(=CC=C(C4=NNC5=CN=C(C12)C=C45)C3)N3CC(OCC3)CC(C)N